C(C1=CC=CC=C1)OC(=O)C1=CNC2=C(C=C1)C=CC=C2F 9-fluorobenzoazepine-3-Carboxylic acid benzyl ester